1-(difluoromethoxy)-4-isocyanobenzene FC(OC1=CC=C(C=C1)[N+]#[C-])F